2-bromo-5-(4-chlorophenoxy)-1-fluoro-3-nitro-benzene BrC1=C(C=C(C=C1[N+](=O)[O-])OC1=CC=C(C=C1)Cl)F